C(=O)C1CCC(CC1)N1N=C2C=C(C(=CC2=C1)NC(=O)C1=NC(=CC=C1)C(F)(F)F)OC N-[2-(4-formylcyclohexyl)-6-methoxy-indazol-5-yl]-6-(trifluoromethyl)pyridine-2-carboxamide